FC(CN1N=C(C=2C1=NC(=NC2)N2CC1(CN(C1)C1=NC(=NC(=C1)C)C(F)(F)F)CC2)C)(C)F 1-(2,2-difluoropropyl)-3-methyl-6-(2-(6-methyl-2-(trifluoromethyl)pyrimidin-4-yl)-2,6-diazaspiro[3.4]octan-6-yl)-1H-pyrazolo[3,4-d]pyrimidine